tert-butyl 2-((4-chloro-2-fluorobenzyl)oxy)-3-iodo-5,8-dihydro-1,7-naphthyridine-7(6H)-carboxylate ClC1=CC(=C(COC2=NC=3CN(CCC3C=C2I)C(=O)OC(C)(C)C)C=C1)F